C1(C=2C(C(N1CC(=O)[O-])=O)=CC=CC2)=O.COC2=C(C(=CC(=C2)OC)OC)[PH+](C2=C(C=C(C=C2OC)OC)OC)C2=C(C=C(C=C2OC)OC)OC tris(2,4,6-trimethoxyphenyl)phosphonium phthalimidoacetate